(R)-(4-(2-Hydroxypropoxy)butyl)carbamic acid tert-butyl ester C(C)(C)(C)OC(NCCCCOC[C@@H](C)O)=O